OCCN1CCN(CC1)C1=CC(=NC(=N1)C)NC=1SC(=CN1)C(=O)N 2-{6-[4-(2-hydroxyethyl)piperazin-1-yl]-2-methylpyrimidin-4-ylamino}thiazole-5-carboxamide